5-tert-butyl-benzene-1,2,3-triamine C(C)(C)(C)C=1C=C(C(=C(C1)N)N)N